tert-butyl 4-(5-bromo-7-fluoro-indazol-2-yl)piperidine-1-carboxylate BrC1=CC2=CN(N=C2C(=C1)F)C1CCN(CC1)C(=O)OC(C)(C)C